2-methoxy-6-(6-methoxy-4-((tetrahydro-2H-pyran-4-yl)methoxy)pyrazolo[1,5-a]pyridin-2-yl)imidazo[2,1-b][1,3,4]thiadiazole COC1=NN2C(S1)=NC(=C2)C2=NN1C(C(=CC(=C1)OC)OCC1CCOCC1)=C2